[17-(3-butylnonanoyloxy)-9-[(1-methyl-4-piperidyl)methylamino]heptadecyl] 3-butylnonanoate C(CCC)C(CC(=O)OCCCCCCCCC(CCCCCCCCOC(CC(CCCCCC)CCCC)=O)NCC1CCN(CC1)C)CCCCCC